BrC1=CC=C(OC2C(NC(CC2)=O)=O)C=C1 3-(4-bromophenoxy)piperidine-2,6-dione